(4-(piperidin-yl)cyclohexan-4-yl)methylamine N1(CCCCC1)C1(CCCCC1)CN